N[C@@H]1CN(CCC1)C1=NC2=C(N1CC1=NC=C(C=C1)C#N)C=CC(=C2)C#N (S)-2-(3-Aminopiperidin-1-yl)-1-((5-cyanopyridin-2-yl)methyl)-1H-benzo[d]imidazol-5-carbonitril